(3S)-3-(1,4-Dimethyl-1H-benzo[d][1,2,3]triazol-5-yl)-3-(3-((2-ethyl-2,3-dihydrobenzo[f][1,4]oxazepin-4(5H)-yl)methyl)-4-methylphenyl)propanoic acid, trifluoroacetic acid salt FC(C(=O)O)(F)F.CN1N=NC2=C1C=CC(=C2C)[C@@H](CC(=O)O)C2=CC(=C(C=C2)C)CN2CC(OC1=C(C2)C=CC=C1)CC